dimethylsilylbis(2-ethyl-1-indenyl)zirconium dichloride [Cl-].[Cl-].C[SiH](C)[Zr+2](C1C(=CC2=CC=CC=C12)CC)C1C(=CC2=CC=CC=C12)CC